N-(3-(4-methylpiperazin-1-yl)propyl)-4-nitrobenzamide CN1CCN(CC1)CCCNC(C1=CC=C(C=C1)[N+](=O)[O-])=O